(E)-3-(dimethylamino)-1-(6-chloroimidazo-[1,2-a]pyridin-3-yl)prop-2-en-1-one CN(/C=C/C(=O)C1=CN=C2N1C=C(C=C2)Cl)C